tert-butyl 3-{2-[(4S)-4-benzyl-2-oxo-1,3-oxazolidin-3-yl]-2-oxoethyl}pyrrolidine-1-carboxylate C(C1=CC=CC=C1)[C@@H]1N(C(OC1)=O)C(CC1CN(CC1)C(=O)OC(C)(C)C)=O